cis-N-(4-chloro-3-((1S,2S)-2-cyanocyclopentyl)phenyl)-3-methyl-6-azabicyclo[3.1.1]heptane-6-carboxamide ClC1=C(C=C(C=C1)NC(=O)N1C2CC(CC1C2)C)[C@@H]2[C@H](CCC2)C#N